CON(C(=O)C1=CC=2C3=C(N(C2C=C1)C1=CC=C(C=C1)C(F)(F)F)N=CN3C)C N-methoxy-N,1-dimethyl-4-[4-(trifluoromethyl)phenyl]-1H,4H-imidazo[4,5-b]indole-7-carboxamide